tert-butyl trans-N-[4-[[3-[N'-(2-chloro-4-hydroxy-phenyl)carbamimidoyl]-pyrrolo[1,2-b]pyridazin-4-yl]amino]cyclohexyl]carbamate ClC1=C(C=CC(=C1)O)N=C(N)C1=C(C=2N(N=C1)C=CC2)N[C@@H]2CC[C@H](CC2)NC(OC(C)(C)C)=O